racemic-methyl N-(5-formyl-2-(methylthio)pyrimidin-4-yl)-N-(2-methyloxetan-3-yl)glycinate C(=O)C=1C(=NC(=NC1)SC)N(CC(=O)OC)C1C(OC1)C